morpholino-3H-isoquinolin-1-one O1CCN(CC1)C1NC(C2=CC=CC=C2C1)=O